ClC1=C(C=NC2=NC(=CC=C12)O)N1C[C@@H](N(CC1)C(=O)OC(C)(C)C)C tert-butyl (2S)-4-(4-chloro-7-hydroxy-1,8-naphthyridin-3-yl)-2-methylpiperazine-1-carboxylate